5-(aminomethyl)-2-[2-[(tert-butoxycarbonyl)[2-(7-[[(3-fluoropyridin-2-yl)methyl]amino]-[1,3]thiazolo[5,4-d]pyrimidin-2-yl)ethyl]amino]ethyl]-1,3-benzodiazole-1-carboxylate NCC1=CC2=C(N(C(=N2)CCN(CCC=2SC=3N=CN=C(C3N2)NCC2=NC=CC=C2F)C(=O)OC(C)(C)C)C(=O)[O-])C=C1